di-tert-butyl-phosphorus C(C)(C)(C)[P]C(C)(C)C